4-methyl-3-((1-(2-morpholinoethyl)-1H-benzo[d]imidazol-5-yl)ethynyl)-N-(4-(trifluoromethyl)pyridin-2-yl)benzamide CC1=C(C=C(C(=O)NC2=NC=CC(=C2)C(F)(F)F)C=C1)C#CC1=CC2=C(N(C=N2)CCN2CCOCC2)C=C1